Methyl (R)-2-(6-((1-(3-(difluoromethyl)-2-fluorophenyl)ethyl)amino)-5-(1,3-dioxolan-2-yl)-2-methylpyrimidin-4-yl)-acetate FC(C=1C(=C(C=CC1)[C@@H](C)NC1=C(C(=NC(=N1)C)CC(=O)OC)C1OCCO1)F)F